5-methyl-6-oxo-5,6-dihydro-1,5-naphthyridine-2-carbonitrile CN1C=2C=CC(=NC2C=CC1=O)C#N